2-(3-((4-(((1,1,1,3,3,3-Hexafluoropropan-2-yl)oxy)carbonyl)piperazin-1-yl)methyl)-4-methoxyphenoxy)-2-methylpropanoic acid FC(C(C(F)(F)F)OC(=O)N1CCN(CC1)CC=1C=C(OC(C(=O)O)(C)C)C=CC1OC)(F)F